N=1N2C(=CC1C(=O)OC=1C=NC=C(C1)Cl)CCC2 5-Chloropyridin-3-yl 5,6-dihydro-4H-pyrrolo[1,2-b]pyrazole-2-carboxylate